ClC1=CC2=C(N=C(S2)C2=CC=C(C=C2)O)C=C1 4-(6-chloro-benzothiazol-2-yl)-phenol